5-[2-(cyclopropylmethylamino)-5-ethylsulfonylphenyl]-1,4-dimethylpyridin-2-one C1(CC1)CNC1=C(C=C(C=C1)S(=O)(=O)CC)C=1C(=CC(N(C1)C)=O)C